(Z)-2-cyano-5-fluoro-4,4-dimethylpent-2-enoic acid C(#N)/C(/C(=O)O)=C/C(CF)(C)C